FC=1C=C(C=C(C1)[N+](=O)[O-])[C@@H]1[C@@H](CC1)C(=O)N cis-2-(3-fluoro-5-nitrophenyl)cyclobutane-1-carboxamide